((4-Bromopyridin-2-yl)amino)-N,N-dimethylpiperidine-1-sulfonamide BrC1=CC(=NC=C1)NC1N(CCCC1)S(=O)(=O)N(C)C